Cl.CNC1CCN(CC1)C1=NC=C(C=C1)S(F)(F)(F)(F)F N-methyl-1-(5-(pentafluoro-λ6-sulfanyl)pyridin-2-yl)piperidin-4-amine hydrochloride